methyl 4-chloro-6-((tetrahydro-2H-pyran-4-yl)oxy)pyrimidine-2-carboxylate ClC1=NC(=NC(=C1)OC1CCOCC1)C(=O)OC